C(C1=CC=CC=C1)OCCCN1N=NC2=C1C=CC(=C2C)Br 1-[3-(benzyloxy)propyl]-5-bromo-4-methyl-1H-benzotriazole